(3-bromo-5-fluoro-6-methoxy-2-methylphenyl)methanol BrC=1C(=C(C(=C(C1)F)OC)CO)C